4-bromopentane-5,5,5-d3 BrC(CCC)C([2H])([2H])[2H]